(6-cyclopropyl-2-pyridyl)benzoic acid C1(CC1)C1=CC=CC(=N1)C1=C(C(=O)O)C=CC=C1